BrC=1C=C(C=NC1)C=1N=NN(C1)CC1=CC=C2C=CNC2=C1 6-((4-(5-bromopyridine-3-yl)-1H-1,2,3-triazol-1-yl)methyl)-1H-indole